C\C(=C/CC=1C=C(C=CC1O)C1=COC2=C(C1=O)C=CC(=C2)O)\CCC=C(C)C 3-[3-[(2E)-3,7-dimethyl-2,6-octadien-1-yl]-4-hydroxyphenyl]-7-hydroxy-4H-1-Benzopyran-4-one